vinyl-dibutoxybutyl-silane C(=C)[SiH2]CCCC(OCCCC)OCCCC